1-(2-(2-methoxy-4-morpholino-5-nitrophenylamino)pyrimidin-4-yl)-3-methyl-1H-benzo[d]imidazol-2(3H)-one COC1=C(C=C(C(=C1)N1CCOCC1)[N+](=O)[O-])NC1=NC=CC(=N1)N1C(N(C2=C1C=CC=C2)C)=O